3,4,5-trioctadecyloxy-benzyl 2,2-dimethylpropionate CC(C(=O)OCC1=CC(=C(C(=C1)OCCCCCCCCCCCCCCCCCC)OCCCCCCCCCCCCCCCCCC)OCCCCCCCCCCCCCCCCCC)(C)C